O=C1NC(CCC1N1C(C2=CC=C(C=C2C1=O)N1CCN(CC1)CCC(=O)OC(C)(C)C)=O)=O tert-butyl 3-[4-[2-(2,6-dioxo-3-piperidyl)-1,3-dioxo-isoindolin-5-yl]piperazin-1-yl]propanoate